C(C)(C)(C)N1C[C@H](CC1)CO tert-butyl-(S)-3-(hydroxymethyl)pyrrolidine